4-(1H-benzo[d]imidazol-2-yl)benzoic acid methyl ester COC(C1=CC=C(C=C1)C1=NC2=C(N1)C=CC=C2)=O